FC=1C=C(C=C(C1)NS(=O)(=O)C)C1=C(SC=C1C1=NC=CC=C1)C(=O)N (3-fluoro-5-(methylsulfonylamino)phenyl)-4-(pyridin-2-yl)thiophene-2-carboxamide